Sodium (5S,8S)-5-isobutyl-3,6,11-trioxo-8-(((S)-2-oxopyrrolidin-3-yl)methyl)-1-(phenyl-d5)-2,10-dioxa-4,7-diazahexadecane-9-sulfonate C(C(C)C)[C@H](NC(OCC1=C(C(=C(C(=C1[2H])[2H])[2H])[2H])[2H])=O)C(N[C@H](C(OC(CCCCC)=O)S(=O)(=O)[O-])C[C@H]1C(NCC1)=O)=O.[Na+]